COC=1C(=C2C=CN(C2=C(C1)C)C(=O)OC(C)(C)C)CN1C(CN(CC1)C)C1=CC=C(C=C1)C(=O)OC tert-Butyl 5-methoxy-4-((2-(4-(methoxycarbonyl)phenyl)-4-methylpiperazin-1-yl)methyl)-7-methyl-1H-indole-1-carboxylate